COC1=CC=C(C=N1)C=1C=C(C=CC1)NC(=O)NC1=NC(=NC=C1)N1CC(CC1)=O 1-(3-(6-methoxypyridin-3-yl)phenyl)-3-(2-(3-oxopyrrolidin-1-yl)pyrimidin-4-yl)urea